5-bromo-1-methyl-3-(oxetan-3-yl)-1,3-dihydro-2H-imidazo[4,5-b]pyrazin-2-one BrC=1N=C2C(=NC1)N(C(N2C2COC2)=O)C